Octane-1,4-diamine C(CCC(CCCC)N)N